ClC1=C(C=CC=C1)N1N=C(C=C1C1=CC(=CC=C1)OCC1COC1)COC(C(=O)O)(C)C 2-([1-(2-Chlorophenyl)-5-[3-(oxetan-3-ylmethoxy)phenyl]-1H-pyrazol-3-yl]-methoxy)-2-methylpropanoic acid